2-amino-1-(3-((4-fluorophenyl)amino)-8,8-dimethyl-2-(2,4,6-trifluorophenyl)-5,6-dihydroimidazo[1,2-a]pyrazin-7(8H)-yl)ethan-1-one NCC(=O)N1C(C=2N(CC1)C(=C(N2)C2=C(C=C(C=C2F)F)F)NC2=CC=C(C=C2)F)(C)C